tert-butyl (R)-3-((S)-1-(tert-butyloxy)-3-(2-fluoro-5-formylphenyl)-1-oxopropan-2-yl)pyrrolidine-1-carboxylate C(C)(C)(C)OC([C@@H](CC1=C(C=CC(=C1)C=O)F)[C@@H]1CN(CC1)C(=O)OC(C)(C)C)=O